FC1(CC(C1)(C)CN1N=C(C(=C1C(=O)NC1=CC(=CC=C1)S(=O)(=N)C)C(F)F)C1(CC1)F)F 1-((3,3-Difluoro-1-methylcyclobutyl)methyl)-4-(difluoromethyl)-3-(1-fluorocyclopropyl)-N-(3-(S-methylsulfonimidoyl)phenyl)-1H-pyrazole-5-carboxamide